3,9-dihydroxy-8-(8-aza-1,4-dioxaspiro[4.5]dec-8-ylmethyl)benzo[5,6]oxazepin OC1=NOC2=C(C=C1)C=CC(=C2O)CN2CCC1(OCCO1)CC2